ClC=1C=C(C=CC1F)C(NC=1C=NC=CC1C(F)(F)F)C=1NC(=C(N1)S(=O)(=O)C)C N-[(3-chloro-4-fluorophenyl)-(5-methyl-4-methylsulfonyl-1H-imidazol-2-yl)methyl]-4-(trifluoromethyl)pyridin-3-amine